ClC1=C(C=C(C=C1CC1=CC=C(C=C1)OC)C)C(=N)N(C)CC (2-chloro-3-(4-methoxybenzyl)-5-methylphenyl)-N-ethyl-N-methylformamidine